CC1=NN(C=N1)C1=NC(=CC(=N1)O)C(F)(F)F 2-(3-methyl-1H-1,2,4-triazol-1-yl)-6-(trifluoromethyl)pyrimidin-4-ol